C=C1CC(OC1=O)C1=C(C=CC=C1)C=1C=NN(C1)CC(=O)OC(C)(C)C tert-butyl 2-(4-(2-(4-methylene-5-oxotetrahydrofuran-2-yl)phenyl)-1H-pyrazol-1-yl)acetate